(E)-3-(7-(4-chlorobenzoyl)-5-hydroxy-5-(p-tolyl)-2,3-dihydro-1H-pyrrolo[1,2-a]imidazol-6(5H)-ylidene)chroman-2,4-dione ClC1=CC=C(C(=O)C=2/C(/C(N3C2NCC3)(C3=CC=C(C=C3)C)O)=C/3\C(OC2=CC=CC=C2C3=O)=O)C=C1